ClC=1C(=C(C=CC1)NC1=NC=NC2=CC(=C(C=C12)[N+](=O)[O-])C#C[C@@]1(CN(CC1)C(=O)OC(C)(C)C)C)F (R)-tert-butyl 3-((4-((3-chloro-2-fluorophenyl)amino)-6-nitroquinazolin-7-yl)ethynyl)-3-methylpyrrolidine-1-carboxylate